(R)-N-(4-methoxy-2-morpholino-5-((6-(3-(3-(trifluoromethyl)phenyl)isoxazolidin-2-yl)pyrimidine-4-yl)amino)phenyl)acrylamide COC1=CC(=C(C=C1NC1=NC=NC(=C1)N1OCC[C@@H]1C1=CC(=CC=C1)C(F)(F)F)NC(C=C)=O)N1CCOCC1